3-(5-(((1S,2S)-1-(diethylamino)-2,3-dihydro-1H-inden-2-yl)oxy)-1-oxoisoindolin-2-yl)piperidine-2,6-dione C(C)N([C@@H]1[C@H](CC2=CC=CC=C12)OC=1C=C2CN(C(C2=CC1)=O)C1C(NC(CC1)=O)=O)CC